NC=1C=C(C=CC1O)[C@@H](O)CN[C@@H](CC1=CC=C(C=C1)OC)C |o1:8,12| (R,R) or (S,S)-3-amino-4-hydroxy-alpha-(((2-(4-methoxyphenyl)-1-methyl-ethyl)amino)methyl)benzenemethanol